FC=1C(=NC(=C(C1N1CC2=CN=C(C=C2C2(C1)CC2)NC2=C(C=C(C=C2)N2CCOCC2)NC(C=C)=O)F)OC)OC N-(2-((2'-(3,5-difluoro-2,6-dimethoxypyridin-4-yl)-2',3'-dihydro-1'H-spiro[cyclopropane-1,4'-[2,7]naphthyridin]-6'-yl)amino)-5-morpholinylphenyl)acrylamide